N-((7-(5-(difluoromethyl)-1,3,4-oxadiazol-2-yl)imidazo[1,2-a]pyridin-2-yl)methyl)-N-(3-fluorophenyl)-1-(oxetan-3-carbonyl)piperidine-4-sulfonamide FC(C1=NN=C(O1)C1=CC=2N(C=C1)C=C(N2)CN(S(=O)(=O)C2CCN(CC2)C(=O)C2COC2)C2=CC(=CC=C2)F)F